C1NCC12CC(C2)C#CC2=CC=C(C=C2)C=2C=1C(=C(SC1N1C(=NN=C1C1(CC1)N2)C)C)C 7-[4-[2-(2-azaspiro[3.3]heptan-6-yl)ethynyl]phenyl]-4,5,13-trimethyl-spiro[3-thia-1,8,11,12-tetrazatricyclo[8.3.0.02,6]trideca-2(6),4,7,10,12-pentaene-9,1'-cyclopropane]